OC1=C(C(=O)O)C(=CC(=C1)C(F)(F)F)O 2,6-Dihydroxy-4-(trifluoromethyl)benzoic acid